NC1(CCN(CC1)C(=O)OC(C)(C)C)C(NCC(C)(C)NC(=O)OC(C)(C)C)=O tert-butyl 4-amino-4-({2-[(tert-butoxycarbonyl)amino]-2-methylpropyl}carbamoyl)piperidine-1-carboxylate